3-[1-[(3,5-dimethylisoxazol-4-yl)methyl]pyrazol-4-yl]-1-[(3-hydroxyphenyl)methyl]imidazolidine-2,4-dione CC1=NOC(=C1CN1N=CC(=C1)N1C(N(CC1=O)CC1=CC(=CC=C1)O)=O)C